OC(C)(C)C1=CN=C(S1)S(=O)(N)=NC(NC1=C2C(=NC3=C1CCC3)C3(CC2)CC3)=O 5-(2-Hydroxypropan-2-yl)-N'-((1',5',6',7'-tetrahydro-2'H-spiro[cyclopropane-1,3'-dicyclopenta[b,e]pyridin]-8'-yl)carbamoyl)thiazole-2-sulfonimidamide